ClC=1N=C(C2=C(N1)C(=C(N=C2)Cl)F)N2CCOCCC2 4-(2,7-dichloro-8-fluoropyrido[4,3-d]pyrimidin-4-yl)-1,4-oxaazepane